F[C@@H]1[C@@]2(C[C@@H]([C@](C[C@H]1OC=1N=NC(=CN1)C1=C(C=C(C=C1)N1C=NC=C1)O)(N2)C)F)C 2-(3-(((1S,2R,3R,5S,6S)-2,6-difluoro-1,5-dimethyl-8-azabicyclo[3.2.1]octan-3-yl)oxy)-1,2,4-triazin-6-yl)-5-(1H-imidazol-1-yl)phenol